tert-butyl 1-(6-(bicyclo[1.1.1]pentan-1-yl)pyridin-3-yl)-3-(2-methoxy-2-oxoethyl)-1,4,6,7-tetrahydro-5H-pyrazolo[4,3-c]pyridine-5-carboxylate C12(CC(C1)C2)C2=CC=C(C=N2)N2N=C(C=1CN(CCC12)C(=O)OC(C)(C)C)CC(=O)OC